(1R,2S,3R)-N-(6-(1-((3S,4S)-4-fluoro-3-methyltetrahydrofuran-3-yl)piperidin-4-yl)-7-methylisoquinolin-3-yl)-2-methyl-3-(1-methyl-1H-pyrazol-4-yl)cyclopropane-1-carboxamide F[C@H]1[C@@](COC1)(C)N1CCC(CC1)C=1C=C2C=C(N=CC2=CC1C)NC(=O)[C@@H]1[C@H]([C@H]1C=1C=NN(C1)C)C